CO[C@@H](C(=O)NC=1SC(=NN1)N[C@H]1CN(CC1)C=1N=NC(=CC1)C)C1=CC(=CC=C1)OC (2R)-2-methoxy-2-(3-methoxyphenyl)-N-[5-[[(3R)-1-(6-methylpyridazin-3-yl)pyrrolidin-3-yl]amino]-1,3,4-thiadiazol-2-yl]acetamide